[Cl-].C(C1=CC=CC=C1)[N+](CCCC)(CC)CC benzyl-diethyl-butyl-ammonium chloride